(6R,8S)-6,8-bis(aziridin-1-yl)-2-N,2-N',4-N,4-N',6-N,8-N-hexamethyl-1,3,5,7-tetraza-2λ5,4λ5,6λ5,8λ5-tetraphosphacycloocta-1,3,5,7-tetraene-2,2,4,4,6,8-hexamine N1(CC1)[P@@]1(=NP(=NP(=N[P@@](=N1)(NC)N1CC1)(NC)NC)(NC)NC)NC